BrC1=NC=CC(=C1)C=1C=NN(C1)[C@H](C)C1=CC=C(C=C1)F |r| racemic-2-bromo-4-(1-(1-(4-fluorophenyl)ethyl)-1H-pyrazol-4-yl)pyridine